ClC1=C(CC2=NC3=C(N2[C@@H]2COCC2(C)C)C=C(C=C3)C(=O)O)C=C(C(=C1)C1=NC(=NC=C1)OCC1=C(C=C(C=C1)C#N)F)C (S)-2-(2-chloro-4-(2-((4-cyano-2-fluorobenzyl)oxy)pyrimidin-4-yl)-5-methylbenzyl)-1-(4,4-dimethyltetrahydrofuran-3-yl)-1H-benzo[d]imidazole-6-carboxylic acid